C(C)OC(=O)C1(CCN(CC1)C1=NC=C(C=N1)F)F 4-Fluoro-1-(5-fluoropyrimidin-2-yl)piperidine-4-carboxylic acid ethyl ester